2-[4-[8-[3-chloro-4-[4-[2-(3-methylsulfonylpyrrolidin-1-yl)ethyl]piperazine-1-carbonyl]anilino]imidazo[1,2-a]pyrazin-3-yl]-2,3-difluorophenoxy]acetonitrile ClC=1C=C(NC=2C=3N(C=CN2)C(=CN3)C3=C(C(=C(OCC#N)C=C3)F)F)C=CC1C(=O)N1CCN(CC1)CCN1CC(CC1)S(=O)(=O)C